BrC=1C(=C(C=CC1)NC(=O)C1=NN2C([C@H](CCC2)NCC(=O)OC(C)C)=C1)C isopropyl 2-[[(4S)-2-[(3-bromo-2-methyl-phenyl)carbamoyl]-4,5,6,7-tetrahydropyrazolo[1,5-a]pyridin-4-yl]amino]acetate